hex-2-yn-1-yl 8-((6-((4,4-bis(octyloxy)butanoyl)oxy)hexyl)(2-hydroxyethyl)amino)octanoate C(CCCCCCC)OC(CCC(=O)OCCCCCCN(CCCCCCCC(=O)OCC#CCCC)CCO)OCCCCCCCC